3-chloro-9-fluoro-4-methyl-6,6a,7,8,9,10-hexahydrodipyrido[3,2-b:1',2'-d][1,4]oxazin ClC1=C(C=2OCC3N(C2N=C1)CC(CC3)F)C